5-Phenyl-2-(4-phenylbut-3-en-2-yl)pyridine C1(=CC=CC=C1)C=1C=CC(=NC1)C(C)C=CC1=CC=CC=C1